CC(CCCC(=O)O)C(CC)C 5,6-dimethyloctanoic acid